N-(2-chloro-3-((3,5-dimethyl-4-oxo-3,4-dihydroquinazolin-6-yl)amino)-4-fluorophenyl)piperidine-1-sulfonamide ClC1=C(C=CC(=C1NC=1C(=C2C(N(C=NC2=CC1)C)=O)C)F)NS(=O)(=O)N1CCCCC1